1-(4-methyl-2-nitrophenyl)ethan-1-ol CC1=CC(=C(C=C1)C(C)O)[N+](=O)[O-]